FC(C1(N=N1)C1=CC=C(C(=O)O)C=C1)(F)F 4-[3-(trifluoromethyl)-3H-diazirin-3-yl]benzoic acid